NC=1C(=NC(=C(N1)C1=CC=C(C=C1)F)C1=CC(=NC(=C1)C)C)C(=O)NCC1=C(C=CC=C1)OC 3-amino-6-(2,6-dimethylpyridin-4-yl)-5-(4-fluorophenyl)-N-(2-methoxyphenylmethyl)pyrazine-2-carboxamide